O[C@@H]1C[C@H](N(C1)C([C@H](C(C)(C)C)NC(C)=O)=O)C=1NC(=CN1)C1=CC=C(C=C1)C1=C(N=CS1)C N-((S)-1-((2S,4R)-4-hydroxy-2-(5-(4-(4-methylthiazol-5-yl)phenyl)-1H-imidazol-2-yl)pyrrolidin-1-yl)-3,3-dimethyl-1-oxobutan-2-yl)acetamide